CC(C)(C)[S@](=O)N[C@@H](CCC(F)(F)F)CCCCCO (S)-2-methyl-N-((R)-1,1,1-trifluoro-9-hydroxynonan-4-yl)propane-2-sulfinamide